3,7-dimethyloct-6-en-1-yl 4-(2,4-dihydroxyphenyl)pentanoate OC1=C(C=CC(=C1)O)C(CCC(=O)OCCC(CCC=C(C)C)C)C